ICC(=O)[O-] MONOIODOACETATE